C1=CC=CC=2C=CC3=C(OC4=C3C(=CC=C4)B(O)O)C12 naphtho[1,2-b]benzofuran-7-yl-boronic acid